FC(C1=CC=C(C=C1)C1=NN(C2=C(C=CC=C12)C(=O)N1CCC(CC1)C(F)(F)F)C1CN(CC1)C(C=C)=O)(F)F 1-(3-(3-(4-(trifluoromethyl)phenyl)-7-(4-(trifluoromethyl)piperidine-1-carbonyl)-1H-indazol-1-yl)pyrrolidin-1-yl)prop-2-en-1-one